CC(=CCC/C(=C(\\C)/COP(=O)(O)OP(=O)(O)O)/C)C The molecule is an alkyl diphosphate where the alkyl group is specified as (E)-2-methylgeranyl. It derives from a geraniol. It is a conjugate acid of an (E)-2-methylgeranyl diphosphate(3-).